6-(5-chloro-2-(((3S,4R)-3-hydroxytetrahydro-2H-pyran-4-yl)amino)pyrimidin-4-yl)-8-fluoro-4-isopropyl-2H-benzo-[b][1,4]oxazin-3(4H)-one ClC=1C(=NC(=NC1)N[C@H]1[C@@H](COCC1)O)C1=CC2=C(OCC(N2C(C)C)=O)C(=C1)F